C1=CC=CC=2C3=CC=CC=C3C(C12)COC(NCC(NCCOCCOCCOCCOCCOCCOCCC(=O)O)=O)=O 1-(9H-fluoren-9-yl)-3,6-dioxo-2,10,13,16,19,22,25-heptaoxa-4,7-diaza-octacosane-28-oic acid